N-(trans-3-(7-hydroxy-3,7-dihydro-[1,2]oxaborinino[5,6-d]pyrrolo[2,3-b]pyridin-9-yl)cyclobutyl)propane-1-sulfonamide OB1OC=2C(=C3C(=NC2)NC=C3)C(=C1)[C@@H]1C[C@H](C1)NS(=O)(=O)CCC